N,N-bis(2-hydroxyethyl)-2-[(2-oxotetrahydrofuran-3-yl)oxycarbonyl]ethanamine OCCN(CCC(=O)OC1C(OCC1)=O)CCO